S1C(=NC2=C1C=CC=C2)NC2=C(C=C(N=N2)N(C=2SC=C(N2)C(=O)OCC)CCOC)C ethyl 2-({6-[(1,3-benzothiazol-2-yl)amino]-5-methylpyridazin-3-yl}(2-methoxyethyl)amino)-1,3-thiazole-4-carboxylate